COC1=CC=C(C=N1)C1=NN2C(C=C(C=C2)C(=O)NC)=C1 (6-methoxy-3-pyridyl)-N-methyl-pyrazolo[1,5-a]pyridine-5-carboxamide